C1(=CC=C(C=C1)NS(=O)(=O)C1=CC=CC=C1)C N-(p-tolyl)benzenesulfonamide